4,4'-thiobis(5-t-butyl-3-methylphenol) S(C1=C(C=C(C=C1C(C)(C)C)O)C)C1=C(C=C(C=C1C(C)(C)C)O)C